[Na+].[Na+].C(CCCCCCCCCCCCCCCCC)(=O)N[C@@H](CCC(=O)[O-])C(=O)[O-] Stearoyl-glutamic acid disodium salt